N1C=C(C2=CC=CC=C12)CC(CCCC)C1=C(N=C2N1CCN(C2)C2=NC=CN=C2)C(=O)N (1-(1H-indol-3-yl)hexane-2-yl)-7-(pyrazin-2-yl)-5,6,7,8-tetrahydroimidazo[1,2-a]pyrazine-2-carboxamide